C(C)(=O)O.CC1=C(C(=O)C=2C=C3C=4C=C(C=CC4N(C3=CC2)CC)C(CCC2CCCC2)=NO)C=CC=C1 1-(6-(2-methylbenzoyl)-9-ethylcarbazole-3-yl)-3-cyclopentyl-propane-1-one-oxime acetate